6-(3-morpholinoazetidin-1-yl)quinoline-4-carboxylic acid ethyl ester C(C)OC(=O)C1=CC=NC2=CC=C(C=C12)N1CC(C1)N1CCOCC1